ClC=1C=C(C=CC1Cl)S(=O)(=O)NC=1C(=NC=C(C1)Cl)C(C1=C(C=CC=C1OC)F)=O 3,4-dichloro-N-[5-chloro-2-(2-fluoro-6-methoxy-benzoyl)-pyridin-3-yl]-benzenesulfonamide